6-phenyl-1,3,5-triazin-2-amine C1(=CC=CC=C1)C1=NC=NC(=N1)N